(4-cyanothiophen-3-yl)(difluoro)acetic acid C(#N)C=1C(=CSC1)C(C(=O)O)(F)F